4-cyano-N-(1-((4-(6-fluoroquinolin-4-yl)piperidin-1-yl)methyl)cyclopropyl)benzamide C(#N)C1=CC=C(C(=O)NC2(CC2)CN2CCC(CC2)C2=CC=NC3=CC=C(C=C23)F)C=C1